5-(4-chloro-2-fluorophenyl)-3-ethyl-2-methyl-7-((2S)-2-(1-methyl-1H-pyrazol-4-yl)-4-morpholinyl)pyrido[4,3-d]pyrimidin-4(3H)-one ClC1=CC(=C(C=C1)C1=NC(=CC=2N=C(N(C(C21)=O)CC)C)N2C[C@@H](OCC2)C=2C=NN(C2)C)F